methyl 2-(bromomethyl)-5-propoxy-benzoate BrCC1=C(C(=O)OC)C=C(C=C1)OCCC